COC[C@@H]1C[C@H](CC1)C1=NC2=CC=C(C=C2C=C1)CN1C[C@H](CC1)OC=1C=C2CN(C(C2=CC1)=O)C1C(NC(CC1)=O)=O 3-(5-(((S)-1-((2-((1S,3S)-3-(Methoxymethyl)cyclopentyl)quinolin-6-yl)methyl)pyrrolidin-3-yl)oxy)-1-oxoisoindolin-2-yl)piperidine-2,6-dione